COC(=O)C1=CC=C2C(=N1)N(C(=N2)CN2CCC(CC2)C=2C=CC=C1C=CC(OC21)([2H])C2=C(C=C(C=C2)Cl)F)C[C@H]2OCC2 2-((4-(2-(4-chloro-2-fluorophenyl)-2H-chromene-8-yl-2-d)piperidin-1-yl)methyl)-3-(((S)-Oxetan-2-yl)methyl)-3H-imidazo[4,5-b]pyridine-5-carboxylic acid methyl ester